(6-((5-bromo-2-((2-ethyl-7-methoxy-1,2,3,4-tetrahydroisoquinolin-6-yl)amino)pyrimidin-4-yl)amino)quinoxalin-5-yl)dimethylphosphine oxide BrC=1C(=NC(=NC1)NC=1C=C2CCN(CC2=CC1OC)CC)NC=1C(=C2N=CC=NC2=CC1)P(C)(C)=O